FC(O[C@H]1CC[C@H](CC1)NC=1N=C(C2=C(N1)NC=C2C=2C=CC=1N(N2)C=CN1)OC)F N-(cis-4-(difluoromethoxy)cyclohexyl)-5-(imidazo[1,2-b]pyridazin-6-yl)-4-methoxy-7H-pyrrolo[2,3-d]pyrimidin-2-amine